2-[4-oxo-3-(2-oxospiro[3.3]heptan-6-yl)quinazolin-6-yl]oxy-benzonitrile O=C1N(C=NC2=CC=C(C=C12)OC1=C(C#N)C=CC=C1)C1CC2(CC(C2)=O)C1